C(C)S(=O)(=O)NC1=CC(=C(OC=2C=C(OCCOCCOCC(=O)O)C=CC2)C=C1)C=1C2=C(C(N(C1)C)=O)NC=C2 2-[2-[2-[3-[4-(ethylsulfonylamino)-2-(6-methyl-7-oxo-1H-pyrrolo[2,3-c]pyridin-4-yl)phenoxy]phenoxy]ethoxy]ethoxy]acetic acid